FC1(C(C(C(C(C1(F)F)(F)F)(C(C(F)(F)F)(F)F)F)(F)F)(F)F)F perfluoro(4-ethylcyclohexane)